tert-butyl N-[1-[5-fluoro-1-[(3S)-2,6-dioxo-3-piperidyl] indol-4-yl]-4-piperidyl]-N-methylcarbamate FC=1C(=C2C=CN(C2=CC1)[C@@H]1C(NC(CC1)=O)=O)N1CCC(CC1)N(C(OC(C)(C)C)=O)C